(1,1,3,3-tetramethylbutyl)-1-naphthylamine CC(CC(C)(C)C)(C)NC1=CC=CC2=CC=CC=C12